Bis[3-(triethoxysilyl)propyl]-disulfan C(C)O[Si](CCCSSCCC[Si](OCC)(OCC)OCC)(OCC)OCC